tert-butyl N-tert-butoxycarbonyl-N-oct-7-enyl-carbamate C(C)(C)(C)OC(=O)N(C(OC(C)(C)C)=O)CCCCCCC=C